4-((4-(1-hydroxyethyl)-1-((4-methoxy-2,6-dimethylpyrimidin-5-yl)methyl)-6-oxo-1,6-dihydropyrimidin-5-yl)oxy)-3,5-dimethylbenzonitrile OC(C)C=1N=CN(C(C1OC1=C(C=C(C#N)C=C1C)C)=O)CC=1C(=NC(=NC1C)C)OC